5-bromo-N2,6-dimethyl-pyridine-2,3-diamine BrC=1C=C(C(=NC1C)NC)N